bis(2-ethylhexyl)amino-1,3,5-triazine C(C)C(CN(CC(CCCC)CC)C1=NC=NC=N1)CCCC